N1(CCNCC1)C(=O)[C@@H]1N(CCC1)C(=O)OC(C)(C)C tert-butyl (R)-2-(piperazin-1-carbonyl)pyrrolidin-1-carboxylate